1-(6-((1-(4-(Difluoromethyl)phenyl)-4-methyl-1H-1,2,3-triazol-5-yl)methoxy)pyridazine-3-yl)pyrrolidin-2-one FC(C1=CC=C(C=C1)N1N=NC(=C1COC1=CC=C(N=N1)N1C(CCC1)=O)C)F